3-[4-(difluoromethoxy)phenyl]urea FC(OC1=CC=C(C=C1)NC(N)=O)F